(S,Z)-2-((4-(6-((4-chloro-2-fluorobenzyl)oxy)pyridin-2-yl)piperidin-1-yl)methyl)-N-hydroxy-1-(oxetan-2-ylmethyl)-1H-imidazole-5-carboximidamide ClC1=CC(=C(COC2=CC=CC(=N2)C2CCN(CC2)CC=2N(C(=CN2)/C(/NO)=N/[H])C[C@H]2OCC2)C=C1)F